N-[4-chloro-3-(trifluoromethyl)phenyl]-N'-[4-[2-(N-methylcarbamoyl)-4-pyridyloxy]phenyl]urea p-toluenesulfonate CC1=CC=C(C=C1)S(=O)(=O)O.ClC1=C(C=C(C=C1)NC(=O)NC1=CC=C(C=C1)OC1=CC(=NC=C1)C(NC)=O)C(F)(F)F